(R)-1-(3-nitro-5-(trifluoromethyl)phenyl)ethanamine hydrochloride Cl.[N+](=O)([O-])C=1C=C(C=C(C1)C(F)(F)F)[C@@H](C)N